C(C)C1=CC(OC2=C(C(=CC=C12)O)C(=O)N1CCCC2=CC=CC=C12)=O 4-Ethyl-7-hydroxy-8-(1,2,3,4-tetrahydroquinolin-1-carbonyl)-2H-chromen-2-on